FC1=C2C(C(=C(C(C2=CC(=C1)F)=O)CC1=CC=C(C(=N1)C#N)C(F)(F)F)CCC)=O 6-((5,7-difluoro-1,4-dioxo-3-propyl-1,4-dihydronaphthalen-2-yl)methyl)-3-(trifluoromethyl)picolinonitrile